2-(2,4-dimethoxybenzyl)-4-(2,6-dimethylphenyl)-7-methoxyisoquinolin-1(2H)-one COC1=C(CN2C(C3=CC(=CC=C3C(=C2)C2=C(C=CC=C2C)C)OC)=O)C=CC(=C1)OC